FC1=C(C=CC(=C1C)OC=1C=C2C(=NC1)N(C=N2)C)NC=2C1=C(N=CN2)C=CC(=N1)N1C2CN(CC1CC2)C(C=C)=O 1-(8-(4-((2-fluoro-3-methyl-4-((3-methyl-3H-imidazo[4,5-b]pyridin-6-yl)oxy)phenyl)amino)pyrido[3,2-d]pyrimidin-6-yl)-3,8-diazabicyclo[3.2.1]octan-3-yl)prop-2-en-1-one